ethyl 4-(1-(3,4-difluorophenyl)-2-oxo-1,9-diazaspiro[5.5]undecan-9-yl)-6-(trifluoromethyl)pyrimidine-2-carboxylate FC=1C=C(C=CC1F)N1C(CCCC12CCN(CC2)C2=NC(=NC(=C2)C(F)(F)F)C(=O)OCC)=O